(E)-methyl 2-(((4-(4-hydroxy-4-methylpentyl)cyclohex-3-en-1-yl)methylene)amino)benzoate OC(CCCC1=CCC(CC1)\C=N\C1=C(C(=O)OC)C=CC=C1)(C)C